C(C)N(C(=S)SC1=CC=C(C=C1)C)CC p-tolyl diethylcarbamodithioate